N=1C=C(N2N=CC=CC21)NC(=O)C2=CC1=CN(N=C1C=C2OC)C2CCC(CC2)CI N-(Imidazo[1,2-b]pyridazin-3-yl)-2-((1s,4s)-4-(iodomethyl)cyclohexyl)-6-methoxy-2H-indazole-5-carboxamide